C(C)(C)(CC)C1=C(OCC(=O)O)C=CC(=C1)C(C)(C)CC (2,4-di-tert-pentylphenoxy)acetic acid